5-(5-(3-Chloro-4-hydroxyphenyl)-1H-indazol-1-yl)-2,3-difluorophenol ClC=1C=C(C=CC1O)C=1C=C2C=NN(C2=CC1)C=1C=C(C(=C(C1)O)F)F